2-(cyclopropylmethyl)-N-methyl-N-(pyridin-3-yl)-1,2,3,4-tetrahydroisoquinolin-7-amine hydrochloride Cl.C1(CC1)CN1CC2=CC(=CC=C2CC1)N(C=1C=NC=CC1)C